N-(6-(3-(dimethylamino)acryloyl)benzo[d][1,3]dioxol-5-yl)acetamide CN(C=CC(=O)C=1C(=CC2=C(OCO2)C1)NC(C)=O)C